5-(isothiazol-5-yl)-7-methyl-N-(1,1,1-trifluoropropan-2-yl)pyrazolo[1,5-a]Pyrimidine-3-carboxylic acid S1N=CC=C1C1=NC=2N(C(=C1)C)N(CC2C(=O)O)C(C(F)(F)F)C